C[C@@]12CCC/C(/[C@@H]2CC[C@@H]1[C@H](C)CC#C[Si](C)(C)C)=C\C=C\1/C([C@H](C[C@@H](C1)O)O)=C (1R,3S,Z)-5-(2-{(1R,3aS,7aR,E)-7a-Methyl-1-[(R)-5-(trimethylsilyl)pent-4-yn-2-yl]octahydro-4H-inden-4-ylidene}ethylidene)-4-methylenecyclohexane-1,3-diol